O=C1NC(CCC1N1C(N(C2=C1C=CC=C2C#CCN(C(OC(C)(C)C)=O)C)C)=O)=O Tert-butyl N-[3-[1-(2,6-dioxo-3-piperidyl)-3-methyl-2-oxo-benzimidazol-4-yl]-prop-2-ynyl]-N-methyl-carbamate